C(C[C@@](O)(C)CCO)(=O)[O-] mevalonic acid anion